OC1=CC=C(C=C1)C=1C=2C=CC=C(C2C(=C2C(=C(C(=C(C12)CO)[2H])[2H])[2H])C1=CC=C(C=C1)O)[2H] 9,10-bis(4-hydroxyphenyl)AnthraceneMETHANOL-d4